2,6-dichloro-N,N-diethyl-7H-purine-7-sulfonamide ClC1=NC(=C2N(C=NC2=N1)S(=O)(=O)N(CC)CC)Cl